3-(2-(4-(2-morpholinophenyl)piperazin-1-yl)ethyl)-1-oxo-2-oxa-8-azaspiro[4.5]decane-8-carboxylic acid tert-butyl ester C(C)(C)(C)OC(=O)N1CCC2(CC(OC2=O)CCN2CCN(CC2)C2=C(C=CC=C2)N2CCOCC2)CC1